ClC=1C=C(C=2N(N1)C=CN2)[C@@H]2[C@H](C2)C2=CC=C1C3(C(N(C1=C2)CC(C(F)(F)F)(F)F)=O)CC3 6'-((1S,2S)-2-(6-chloroimidazo[1,2-b]pyridazin-8-yl)cyclopropyl)-1'-(2,2,3,3,3-pentafluoropropyl)spiro[cyclopropane-1,3'-indolin]-2'-one